3-chloro-2-(3,8-diazabicyclo[3.2.1]oct-8-yl)quinoline hydrochloride Cl.ClC=1C(=NC2=CC=CC=C2C1)N1C2CNCC1CC2